(S)-3-(1-aminoethyl)-4-bromo-8-chloro-2-phenylisoquinolin-1(2H)-one N[C@@H](C)C=1N(C(C2=C(C=CC=C2C1Br)Cl)=O)C1=CC=CC=C1